2-(methyl-d3)thiazole C(C=1SC=CN1)([2H])([2H])[2H]